zinc(II) succinate C(CCC(=O)[O-])(=O)[O-].[Zn+2]